N-[2-(benzyloxy)-4-bromo-6-fluorophenyl]-N-sulfamoylglycine C(C1=CC=CC=C1)OC1=C(C(=CC(=C1)Br)F)N(CC(=O)O)S(N)(=O)=O